ClC1=C(C=CC=C1Cl)N1CCN(CC1)CC[C@@H]1CC[C@H](CC1)NC(=O)N1CC(C1)(F)F N-(trans-4-(2-(4-(2,3-dichlorophenyl)piperazin-1-yl)ethyl)cyclohexyl)-3,3-difluoroazetidine-1-carboxamide